2',3-Bis(beta-D-glucopyranosyloxy)-4,4'-dihydroxychalcone [C@@H]1([C@H](O)[C@@H](O)[C@H](O)[C@H](O1)CO)OC1=C(C(/C=C/C2=CC(=C(C=C2)O)O[C@H]2[C@H](O)[C@@H](O)[C@H](O)[C@H](O2)CO)=O)C=CC(=C1)O